(S)-N-(3-(1-((4-methyl-4H-1,2,4-triazol-3-yl)thio)ethyl)phenyl)-3-(trifluoromethoxy)benzamide CN1C(=NN=C1)S[C@@H](C)C=1C=C(C=CC1)NC(C1=CC(=CC=C1)OC(F)(F)F)=O